C(C)(C)(C)OC(=O)N1[C@H](CC[C@@H](C1)NC(COC1=CC(=C(C=C1)Cl)F)=O)C(NC1=NC=CC(=C1)C(F)(F)F)=O (2r,5s)-5-[2-(4-chloro-3-fluorophenoxy)acetamido]-2-{[4-(trifluoromethyl)pyridin-2-yl]carbamoyl}piperidine-1-carboxylic acid tert-butyl ester